C(#N)C1=CC=C(C=C1)C=1C=C(C=C2C=CN(C12)C)NC1=C(C(=O)O)C=C(C=N1)C1CC1 2-((7-(4-cyanophenyl)-1-methyl-1H-indol-5-yl)amino)-5-cyclopropyl-nicotinic acid